[Li+].B([O-])([O-])O.[Li+] lithium borate, lithium salt